(2,3-dimethylphenyl)-6-methoxy-1-(4-methoxybenzyl)-1H-pyrazolo[4,3-b]pyridine CC1=C(C=CC=C1C)C1=NN(C=2C1=NC=C(C2)OC)CC2=CC=C(C=C2)OC